FC=1C=C2C(C[C@H]([C@@H](C2=CC1F)NC(=O)NC=1C(=NC=C(C1)C)C1=CC=CC=C1)O)(C)C ((1r,2r)-6,7-difluoro-2-hydroxy-4,4-dimethyl-1,2,3,4-tetrahydronaphthalen-1-yl)-3-(5-methyl-2-phenylpyridin-3-yl)urea